(R)-3-hydroxy-3-((R)-5H-imidazo[5,1-a]isoindol-5-yl)piperidine-1-carboxylic acid tert-butyl ester C(C)(C)(C)OC(=O)N1C[C@](CCC1)([C@@H]1N2C(C3=CC=CC=C13)=CN=C2)O